NC1=C(C=NC(=C1)C)B(O)O 4-AMINO-6-METHYLPYRIDINE-3-BORONIC ACID